ClC=1C=C2C(=NC1C1=CC=C(C=C1)C1=CC=C(C=C1)CN1CC(C1)COCCO)N=C(N2)OC=2C=CC(=C(C(=O)O)C2)C 5-((6-chloro-5-(4'-((3-((2-hydroxyethoxy)methyl)azetidin-1-yl)methyl)-[1,1'-biphenyl]-4-yl)-1H-imidazo[4,5-b]pyridin-2-yl)oxy)-2-methylbenzoic acid